6,6',6'',6'''-(((pyridine-2,6-diylbis(methylene))bis(azanetriyl))-tetrakis(methylene))-tetrapicolinic acid N1=C(C=CC=C1CN(CC1=CC=CC(=N1)C(=O)O)CC1=CC=CC(=N1)C(=O)O)CN(CC1=CC=CC(=N1)C(=O)O)CC1=CC=CC(=N1)C(=O)O